5-(1,1-difluoroethyl)-2-[7-(cis-3-hydroxy-3-methylcyclobutyl)-5-methyl-7H-pyrrolo[2,3-c]pyridazin-3-yl]-3-methylphenol FC(C)(F)C=1C=C(C(=C(C1)O)C1=CC2=C(N=N1)N(C=C2C)C2CC(C2)(C)O)C